C1(CC1)N1C(C2=C(C=C1)NC(=C2C2=CC=C(C=C2)F)C2=CC(=NC=C2)NC(C(CC(F)F)C2=CC=C(C=C2)F)=O)=O (+)-N-{4-[5-cyclopropyl-3-(4-fluorophenyl)-4-oxo-4,5-dihydro-1H-pyrrolo[3,2-c]pyridin-2-yl]pyridin-2-yl}-4,4-difluoro-2-(4-fluorophenyl)butanamide